C1(CC1)C1=NC2=CC(=CC=C2C=C1C(=O)N)F cyclopropyl-7-fluoro-quinoline-3-carboxamide